(5-fluoro-2-methoxyphenyl)oxirane FC=1C=CC(=C(C1)C1OC1)OC